d-6-Hydroxynicotine CN1CCC[C@@H]1C2=CNC(=O)C=C2